C(#N)C=1C=NC2=C(C=CC=C2C1)O 3-cyano-8-hydroxyquinoline